BrC1=CC=C(C(=O)NC2=CC=CC(=N2)C(=O)O)C=C1 6-(4-bromobenzoylamino)pyridine-2-carboxylic acid